Dimethyltin C[Sn]C